C(=O)C1=C(C=CC(=C1)B1OC(C(O1)(C)C)(C)C)NC(C)=O N-[2-formyl-4-(4,4,5,5-tetramethyl-1,3,2-dioxaborolan-2-yl)phenyl]acetamide